3-Hydroxybenzylhydrazine dihydrochloride Cl.Cl.OC=1C=C(CNN)C=CC1